tert-Butyl 6-[4-[7-chloro-2-[1-(6,7-dihydro-5H-pyrrolo[1,2-c]imidazol-1-yl)-2-oxo-2-(thiazol-2-ylamino)ethyl]-3-oxo-isoindolin-5-yl]phenyl]-2,6-diazaspiro[3.3]heptane-2-carboxylate ClC=1C=C(C=C2C(N(CC12)C(C(NC=1SC=CN1)=O)C1=C2N(C=N1)CCC2)=O)C2=CC=C(C=C2)N2CC1(CN(C1)C(=O)OC(C)(C)C)C2